Cl.N1(CCNCCC1)C1=CN=C(S1)C1=CC2=C(C(=NO2)NS(=O)(=O)C2=C(C=CC(=C2)CC)OC)C(=C1)OC N-(6-(5-(1,4-diazepan-1-yl)thiazol-2-yl)-4-methoxybenzo[d]isoxazol-3-yl)-5-ethyl-2-methoxybenzenesulfonamide hydrochloride